N-(1,1'-biphenyl-2-yl)-N-(3'',5',5''-tri-t-butyl-1,1':3',1''-terphenyl-4-yl)-9,9-dimethyl-9H-fluoren-2-Amine C1(=C(C=CC=C1)N(C1=CC=2C(C3=CC=CC=C3C2C=C1)(C)C)C1=CC=C(C=C1)C1=CC(=CC(=C1)C(C)(C)C)C1=CC(=CC(=C1)C(C)(C)C)C(C)(C)C)C1=CC=CC=C1